[Na+].C(CCCCC(=O)[O-])(=O)[O-].[Na+] adipic acid, sodium salt